(R)-4-(3,3,3-trifluoropropyl)-5,6,6a,7,8,9,10,11-octahydro-[1,4]diazepino[1,2-a][1,8]naphthyridine FC(CCC=1C=2CC[C@H]3N(C2N=CC1)CCCNC3)(F)F